C(C)(C)(C)OC(=O)O[C@@H]1[C@H]([C@H](N(C1)C(=O)OC(C)(C)C)CC1=CC=C(C=C1)OC)OC(C1=CC=C(C=C1)S(N(C)C)(=O)=O)=O tert-butyl (2R,3S,4S)-4-[(tert-butoxycarbonyl) oxy]-3-[4-(dimethylsulfamoyl)benzoyloxy]-2-[(4-methoxyphenyl)methyl]pyrrolidine-1-carboxylate